1-(3-Amino-5-chloropyridin-2-yl)ethanone NC=1C(=NC=C(C1)Cl)C(C)=O